N12CCN(C(CC1)CC2)C2=CC=C(C(=O)N1CCC(CC1)(O)CN1C=NC3=C(C1=O)C=NN3C3=CC=C(C=C3)F)C=C2 5-{[1-(4-{1,4-diazabicyclo[3.2.2]nonan-4-yl}benzoyl)4-hydroxypiperidin-4-yl]methyl}-1-(4-fluorophenyl)-1H,4H,5H-pyrazolo[3,4-d]pyrimidin-4-one